benzoic acid nonyl ester C(CCCCCCCC)OC(C1=CC=CC=C1)=O